NC1=C(C=2C(=NC=C(N2)OS(=O)(=O)C(F)(F)F)N1C1=C(C(=CC=C1C)OC)C)C(N)=O.S(=O)(=O)([O-])S(=O)[O-].[Na+].[Na+] Sodium pyrosulfite [6-amino-7-carbamoyl-5-(3-methoxy-2,6-dimethyl-phenyl)pyrrolo[2,3-b]pyrazin-2-yl]trifluoromethanesulfonate